C(C(=C)C)(=O)[O-].[NH4+].BrC1=CC=C(S1)S(=O)(=O)NC1=C(C(=CC=C1)C)N1CCC(CC1)(C)C 5-bromo-N-[2-(4,4-dimethyl-1-piperidyl)-3-methylphenyl]thiophene-2-sulfonamide ammonium methacrylate